NC1=CC(=C2C(=N1)C=C(S2)C2=CC=NN2)N[C@@H](CO)CC (R)-2-((5-amino-2-(1H-pyrazol-5-yl)thieno[3,2-b]pyridin-7-yl)amino)butanol